7-(1-(but-2-ynyl)pyrrolidin-3-yl)-2-(4-(2-fluorophenoxy)phenyl)-1H-imidazo[1,2-b]pyrazole-3-carboxamide C(C#CC)N1CC(CC1)C1=C2N(N=C1)C(=C(N2)C2=CC=C(C=C2)OC2=C(C=CC=C2)F)C(=O)N